C(#N)C=1C(=C2C(=NC1)N(C=C2)S(=O)(=O)C2=CC=CC=C2)N[C@@H]2CN(C[C@@H]2CC)C(=O)NCC(F)(F)F (cis)-3-[(5-cyano-1-benzenesulfonyl-1H-pyrrolo[2,3-b]pyridin-4-yl)amino]-4-ethyl-N-(2,2,2-trifluoroethyl)pyrrolidin-1-carboxamide